N-(tert-butyl)-3-fluoro-5-nitrobenzenesulfonamide C(C)(C)(C)NS(=O)(=O)C1=CC(=CC(=C1)[N+](=O)[O-])F